ethylene bromohydrin C(CO)Br